alpha-bromo-4-methoxyacetophenone COC1=CC=C(C=C1)C(=O)CBr